(R)-2-((3'-ethoxy-5-methyl-4'-(7-oxo-6,7-dihydro-3H-[1,2,3]triazolo[4,5-d]pyrimidin-5-yl)-[1,1'-biphenyl]-3-yl)oxy)propanoic acid C(C)OC=1C=C(C=CC1C=1NC(C2=C(N1)NN=N2)=O)C2=CC(=CC(=C2)C)O[C@@H](C(=O)O)C